2-(6-(2-((5-((4-Ethylpiperazin-1-yl)methyl)pyridin-2-yl)amino)-5-fluoropyrimidin-4-yl)-8-fluoro-2-methylquinolin-4-yl)propan-2-ol C(C)N1CCN(CC1)CC=1C=CC(=NC1)NC1=NC=C(C(=N1)C=1C=C2C(=CC(=NC2=C(C1)F)C)C(C)(C)O)F